diallyl-aniline C(C=C)N(C1=CC=CC=C1)CC=C